C1(CC1)C=1N=NN(C1)[C@H](C(=O)N1[C@@H](C[C@H](C1)O)C(=O)NC(C=1SC=CN1)C1=CC=CC=C1)C(C)(C)C (2S,4r)-1-[(2S)-2-(4-cyclopropyl-triazol-1-yl)-3,3-dimethyl-butyryl]-4-hydroxy-N-[phenyl-(thiazol-2-yl)methyl]pyrrolidine-2-carboxamide